C(C)(C)(C)C=1N=C(C(C2=C(N1)C=CC(=C2)F)=C(C)C)C2=CC=CC=C2 2-(tert-Butyl)-7-fluoro-4-phenyl-5-(propan-2-ylidene)-5H-benzo[d][1,3]diazepine